C(C)(C)OC=1C=C(C=CC1)C1=NNC(O1)=O 5-(3-isopropoxyphenyl)-1,3,4-oxadiazol-2(3H)-one